FC1(CCN(CC1)CC1=CC=C(C(=O)NC2=CC(=CC=C2)C2C(NC(CC2)=O)=O)C=C1)F 4-((4,4-difluoropiperidin-1-yl)methyl)-N-(3-(2,6-dioxopiperidin-3-yl)phenyl)benzamide